COC=1C=C2CCN(CC2=CC1OC)CC1=C(N=C2N1C=CC=C2)C2=CC=C(C=C2)NC(C(C)N(C)C)=O N-(4-(3-((6,7-dimethoxy-3,4-dihydroisoquinolin-2(1H)-yl)methyl)imidazo[1,2-a]pyridin-2-yl)phenyl)-2-(dimethylamino)propanamide